tert-butyl ((1S,3S)-3-((3-(4-(2-chlorobenzamido)phenyl)-1-methyl-1H-pyrazol-5-yl)carbamoyl)cyclohexyl)-carbamate ClC1=C(C(=O)NC2=CC=C(C=C2)C2=NN(C(=C2)NC(=O)[C@@H]2C[C@H](CCC2)NC(OC(C)(C)C)=O)C)C=CC=C1